CC=1C=C(C=C(C1N1CCN(CC1)C)C)NC=1C(=NC2=CN=CC=C2C1)C(=O)N 3-((3,5-dimethyl-4-(4-methylpiperazin-1-yl)phenyl)amino)-1,7-naphthyridine-2-carboxamide